CN1C(=C(C=CC1=O)C)CC1N(C(C2=CC=CC=C12)=O)CC1CC2(C1)OC(NC2)=O 2-((1-((1,3-dimethyl-6-oxo-1,6-dihydropyridin-2-yl)methyl)-3-oxoisoindolin-2-yl)methyl)-5-oxa-7-azaspiro[3.4]octan-6-one